N(=C=S)C1=CC=C(C=C1)OC(=O)C12CCC(CC1)(CC2)CCCCC 4-isothiocyanatophenyl-4-pentylbicyclo[2.2.2]octane-1-carboxylate